(E)-1-(4-chloro-6-styrylpyridin-3-yl)ethan-1-one ClC1=C(C=NC(=C1)\C=C\C1=CC=CC=C1)C(C)=O